5-(8-fluoro-2-methylimidazo[1,2-a]pyridin-6-yl)-N-(pyridin-4-yl)-7H-pyrrolo[2,3-d]pyrimidin-2-amine FC=1C=2N(C=C(C1)C1=CNC=3N=C(N=CC31)NC3=CC=NC=C3)C=C(N2)C